(Z)-3-(3-(3-(pentafluoro-sulfaneyl)-5-(trifluoromethyl)phenyl)-1H-1,2,4-triazol-1-yl)-N'-(pyridin-2-yl)acrylohydrazide FS(C=1C=C(C=C(C1)C(F)(F)F)C1=NN(C=N1)\C=C/C(=O)NNC1=NC=CC=C1)(F)(F)(F)F